9,9-dipropylfluorene C(CC)C1(C2=CC=CC=C2C=2C=CC=CC12)CCC